3-(3-Methoxy-4-((6-methoxypyridin-3-yl)methoxy)benzyl)-6-(1-(piperidin-4-yl)-1H-pyrazol-4-yl)-3H-imidazo[4,5-b]pyridine COC=1C=C(CN2C=NC=3C2=NC=C(C3)C=3C=NN(C3)C3CCNCC3)C=CC1OCC=1C=NC(=CC1)OC